CC1(C2=CC=CC=C2C=2C=CC(=CC12)N(C1=CC=C(C=C1)N=NC1=CC=CC=C1)C1=CC=2C(C3=CC=CC=C3C2C=C1)(C)C)C 4-[bis(9,9-dimethylfluoren-2-yl)amino]azobenzene